ClC=1C=C(C=C(C1)Cl)N1CCN(CC1)C(CCC1(NC(NC1=O)=O)CNC(OC(C)(C)C)=O)=O tert-butyl N-[[4-[3-[4-(3,5-dichlorophenyl) piperazin-1-yl]-3-oxo-propyl]-2,5-dioxo-imidazolidin-4-yl]methyl]carbamate